2-[4-[2,3-difluoro-4-(4,4,5,5-tetramethyl-1,3,2-dioxaborolan-2-yl)phenyl]-3-(trifluoromethyl)pyrazol-1-yl]acetamide FC1=C(C=CC(=C1F)B1OC(C(O1)(C)C)(C)C)C=1C(=NN(C1)CC(=O)N)C(F)(F)F